1,4,7,10-tetraazacyclododecane-1,4,7-triyl-triacetic acid N1(CCN(CCN(CCNCC1)CC(=O)O)CC(=O)O)CC(=O)O